C(C)(C)(C)OC(=O)N1CCN(CC2=C1C(=NC(=N2)S(=O)C)N2C[C@@H](N(CC2)C(=O)OCC2=CC=CC=C2)CC#N)C(=O)OC(C)(C)C 4-((S)-4-((benzyloxy)carbonyl)-3-(cyanomethyl)piperazin-1-yl)-2-(methylsulfinyl)-6,7-dihydro-5H-pyrimido[5,4-e][1,4]diazepine-5,8(9H)-dicarboxylic acid di-tert-butyl ester